ClC1=NN(C=2C=C(C3=C(C12)C(N[C@H]3C3=C(C=CC(=C3)F)Cl)=O)NC(C3=CC(=CC(=C3)C(F)(F)F)F)=O)CC(F)(F)F (R)-N-(1-chloro-6-(2-chloro-5-fluorophenyl)-8-oxo-3-(2,2,2-trifluoroethyl)-3,6,7,8-tetrahydropyrrolo[3,4-e]indazol-5-yl)-3-fluoro-5-(trifluoromethyl)benzamide